BrC1=CC=2N=CN=C(C2N=C1)OC1=CC=C(C=C1)N(C(=O)C1(CC1)C(=O)N)C1=CC=C(C=C1)F N-(4-((7-bromopyrido[3,2-d]pyrimidin-4-yl)oxy)phenyl)-N-(4-fluorophenyl)cyclopropane-1,1-dicarboxamide